6-(2-oxa-5-azabicyclo[2.2.2]octan-5-yl)-2-methyl-quinazoline-4-thiol C12OCC(N(C1)C=1C=C3C(=NC(=NC3=CC1)C)S)CC2